methyl 1-(3-(3-((tert-butyldimethylsilyl)oxy)propoxy)-5-methyl-4-nitro-1H-pyrazol-1-yl)cyclopropanecarboxylate [Si](C)(C)(C(C)(C)C)OCCCOC1=NN(C(=C1[N+](=O)[O-])C)C1(CC1)C(=O)OC